N1(CCCC2=CC=CC=C12)C=1C=C(C=CC1)NS(=O)(=O)C1=CC=C(C=C1)C(F)(F)F N-(3-(3,4-DIHYDROQUINOLIN-1(2H)-YL)PHENYL)-4-(TRIFLUOROMETHYL)BENZENESULFONAMIDE